ClC=1N(C=CN1)CC1=CC(=C(C(=C1)F)C1=C(SC(=C1C)CC(C)C)S(=O)(=O)NC([O-])=O)F (3-(4-((2-chloro-1H-imidazol-1-yl)methyl)-2,6-difluorophenyl)-5-isobutyl-4-methylthiophen-2-yl)sulfonylcarbamate